BrC1=C2C=3CC(CCC3NC2=C(C(=C1)Cl)Cl)=O 5-bromo-7,8-dichloro-1,2,4,9-tetrahydro-3H-carbazol-3-one